C(C)(=O)N1C(CN(CC1)C1=CC(=C(C=C1)OC(F)F)OCC1CC1)C(=O)O 1-acetyl-4-(3-(cyclopropylmethoxy)-4-(difluoromethoxy)phenyl)piperazine-2-carboxylic acid